1-(4-(4-((3,4-diaminophenyl)thio)phenyl)-2,6-dimethylpiperazin-1-yl)-2-methylpropan-1-one NC=1C=C(C=CC1N)SC1=CC=C(C=C1)N1CC(N(C(C1)C)C(C(C)C)=O)C